((2S,5R)-5-aminoTetrahydro-2H-pyran-2-yl)methanol hydrochloride Cl.N[C@@H]1CC[C@H](OC1)CO